BrC1=CC(=C(CNC(OC)=O)C=C1)F methyl (4-bromo-2-fluorobenzyl)carbamate